4-(((R)-1-(3-(1,1-difluoro-2-hydroxyethyl)-2-fluorophenyl)ethyl)amino)-6-((1r,4R)-4-hydroxycyclohexyl)-2-methylpyrido[2,3-d]pyrimidin-7(8H)-one FC(CO)(F)C=1C(=C(C=CC1)[C@@H](C)NC=1C2=C(N=C(N1)C)NC(C(=C2)C2CCC(CC2)O)=O)F